4-[4-cyano-2-methyl-6-(1H-pyrazol-3-yl)indazol-3-yl]-N-[(1R)-2,2-difluorocyclopropyl]-2-(difluoromethoxy)-6-methoxybenzamide C(#N)C=1C2=C(N(N=C2C=C(C1)C1=NNC=C1)C)C1=CC(=C(C(=O)N[C@H]2C(C2)(F)F)C(=C1)OC)OC(F)F